benzyl thiosulfinate S(=S)OCC1=CC=CC=C1